BrC1=C2C=NN(C2=CC(=C1C)F)C1OCCCC1 4-bromo-6-fluoro-5-methyl-1-tetrahydropyran-2-yl-indazole